(E)-N-hydroxy-3-(2-(4-(2-(phenylthio)acetamido)piperidin-1-yl)phenyl)acrylamide ONC(\C=C\C1=C(C=CC=C1)N1CCC(CC1)NC(CSC1=CC=CC=C1)=O)=O